bis(4-(4,4,5,5-tetramethyl-1,3,2-dioxaborolan-2-yl)phenyl)methanone CC1(OB(OC1(C)C)C1=CC=C(C=C1)C(=O)C1=CC=C(C=C1)B1OC(C(O1)(C)C)(C)C)C